2,5-dimethyl-4-nitrobenzo[d]thiazole CC=1SC2=C(N1)C(=C(C=C2)C)[N+](=O)[O-]